2-methyl-N-[(1r,3s)-1-(5-bromopyrimidin-2-yl)-3-{[(tert-butyldimethylsilyl)oxy]methyl}-3-methylcyclobutyl]propane-2-sulfinamide CC(C)(C)S(=O)NC1(CC(C1)(C)CO[Si](C)(C)C(C)(C)C)C1=NC=C(C=N1)Br